(4-Bromo-1-methyl-1H-pyrazol-3-yl)-{(S)-4-[2-(4-fluorophenyl)-ethyl]-3-methyl-piperazin-1-yl}-methanone BrC=1C(=NN(C1)C)C(=O)N1C[C@@H](N(CC1)CCC1=CC=C(C=C1)F)C